C(C)(C)(C)C=1C=C(C=CC1)C1=NOC(C1)(C(C)C)C(=O)NC(CC(=O)O)C(CF)=O 3-(([3-(3-tert-butylphenyl)-5-isopropyl-4,5-dihydro-1,2-oxazol-5-yl]carbonyl)amino)-5-fluoro-4-oxopentanoic acid